6-Bromobenzo[d][1,3]dioxole-5-carbaldehyde BrC=1C(=CC2=C(OCO2)C1)C=O